dichloroquinolin ClC=1C(=NC2=CC=CC=C2C1)Cl